[4-(2-hydroxy-n-tetradecylsiloxy)phenyl]phenyliodonium hexafluoroantimonate F[Sb-](F)(F)(F)(F)F.OC(C[SiH2]OC1=CC=C(C=C1)[I+]C1=CC=CC=C1)CCCCCCCCCCCC